7-methyleneinden-5-yl acetate C(C)(=O)OC=1C=C2C=CC=C2C(C1)=C